FC1(CCN(CC1)C(=O)C=1C=C2C(=NC1)N(C=C2)C2=CC(=NC=C2)C=2C=NNC2)F (4,4-difluoro-1-piperidinyl)-[1-[2-(1H-pyrazol-4-yl)-4-pyridinyl]pyrrolo[2,3-B]pyridin-5-yl]methanone